NC1=CC=C(C=C1)NC(=O)C1(CCCC1)C1=CC=CC=C1 N-(4-aminophenyl)-1-phenylcyclopentane-1-carboxamide